6-fluoro-2-(3-(4-fluorophenyl)bicyclo[1.1.1]pentan-1-yl)-3-methyl-8-(1-((2-(methylsulfonyl)phenyl)amino)ethyl)quinazolin-4(3H)-one FC=1C=C2C(N(C(=NC2=C(C1)C(C)NC1=C(C=CC=C1)S(=O)(=O)C)C12CC(C1)(C2)C2=CC=C(C=C2)F)C)=O